(2S,3R)-1-[6-[1-(azetidin-3-yl)pyrazol-4-yl]-[1,2,4]triazolo[1,5-a]pyrazin-8-yl]-2-methyl-azetidin-3-ol N1CC(C1)N1N=CC(=C1)C=1N=C(C=2N(C1)N=CN2)N2[C@H]([C@@H](C2)O)C